6-benzyl-8-methyl-5-[(3-morpholinopropyl)amino]-1,3-diphenylpyrido[2,3-d]pyrimidine-2,4,7(1H,3H,8H)-trione C(C1=CC=CC=C1)C1=C(C2=C(N(C(N(C2=O)C2=CC=CC=C2)=O)C2=CC=CC=C2)N(C1=O)C)NCCCN1CCOCC1